melissyl behenate C(CCCCCCCCCCCCCCCCCCCCC)(=O)OCCCCCCCCCCCCCCCCCCCCCCCCCCCCCC